N-(3-chloro-5-(methylsulfonyl)phenyl)-4-(5-(3,3-difluoropyrrolidin-1-yl)pyridin-2-yl)-5-methylthiophene-2-carboxamide ClC=1C=C(C=C(C1)S(=O)(=O)C)NC(=O)C=1SC(=C(C1)C1=NC=C(C=C1)N1CC(CC1)(F)F)C